2-methyl-6-(1-methylcyclopropyl)pyridine CC1=NC(=CC=C1)C1(CC1)C